C(C)(C)C=1C=NC=CC1[Sn](CCCC)(CCCC)CCCC 3-isopropyl-4-(tributylstannyl)pyridine